tert-butyl (5-((2-chloro-6-methylphenyl)carbamoyl)thiazol-2-yl)carbamate ClC1=C(C(=CC=C1)C)NC(=O)C1=CN=C(S1)NC(OC(C)(C)C)=O